C(C1CO1)N(CCO)CCO glycidyldiethanolamine